4-{1,4-dioxaspiro[4.5]decan-8-yl}-8-fluoro-3,4-dihydro-2H-1,4-benzoxazin-3-one O1CCOC12CCC(CC2)N2C(COC1=C2C=CC=C1F)=O